ClC=1C=CC(=C(C1)N1C[C@@H](CC1)NS(=O)(=O)C1=CC=C(C=C1)OC(F)(F)F)OC (R)-N-(1-(5-chloro-2-methoxyphenyl)pyrrolidin-3-yl)-4-(trifluoromethoxy)benzenesulfonamide